ClC1=C(C(=C(C=C1)[C@H]1[C@@H](C1)C=1C=NC(=NC1)C1=NC=CC=N1)F)OC trans-5-(2-(4-Chloro-2-fluoro-3-methoxyphenyl)cyclopropyl)-2,2'-bipyrimidine